CN(C1=C(C=NC2=C(C=CC=C12)C1=C(C(=CC(=C1)F)F)F)C(=O)O)C 4-(dimethylamino)-8-(2,3,5-trifluorophenyl)quinoline-3-carboxylic acid